1-(2-{5-[(R)-(1,3-Dimethyl-azetidin-3-yl)-hydroxy-(4-isopropyl-phenyl)-methyl]-pyridin-3-yl}-7,8-dihydro-5H-[1,6]naphthyridin-6-yl)-ethanone CN1CC(C1)(C)[C@@](C=1C=C(C=NC1)C1=NC=2CCN(CC2C=C1)C(C)=O)(C1=CC=C(C=C1)C(C)C)O